COCCON(C1CC(NC(C1)(C)C)(C)C)C1=C(N=NC=C1)C1=C(C=CC=C1O)C=1C=NNC1 6-((2-methoxyethoxy(2,2,6,6-tetramethylpiperidin-4-yl)amino)pyridazin-3-yl)-5-(1H-pyrazol-4-yl)phenol